FCS(=O)(=O)NC1=C(C=C(C=C1)B1OC(C(O1)(C)C)(C)C)O[C@@H](C)C1=CC=C(C=C1)F 1-fluoro-N-{2-[(1S)-1-(4-fluorophenyl)ethoxy]-4-(4,4,5,5-tetramethyl-1,3,2-dioxaborolan-2-yl)phenyl}methanesulfonamide